ClC1=CC=C(C=N1)CN(\C(\C)=N\C#N)CC(F)F (1E)-N-[(6-chloropyridin-3-yl)methyl]-N'-cyano-N-(2,2-difluoroethyl)ethanimidamide